N-((3,5-dibromo-2-methylpyridin-4-yl)carbamothioyl)benzamide BrC=1C(=NC=C(C1NC(=S)NC(C1=CC=CC=C1)=O)Br)C